OC1=C(C(=CC(=C1)O)O)C(C)=O 2',6'-Dihydroxy-4'-hydroxyacetophenone